FC(O[Si](OC(F)(F)F)(OC(F)(F)F)C(C(C(C(C(C(C(C(F)(F)F)(F)F)(F)F)(F)F)(F)F)(F)F)(F)F)(F)F)(F)F Perfluorooctyltrimethoxysilan